benzyl (1-(((2-(2,6-dioxopiperidin-3-yl)-1-oxoisoindolin-5-yl)methyl)amino)-3-(4-hydroxyphenyl)-1-oxopropan-2-yl)carbamate O=C1NC(CCC1N1C(C2=CC=C(C=C2C1)CNC(C(CC1=CC=C(C=C1)O)NC(OCC1=CC=CC=C1)=O)=O)=O)=O